C(C)(=O)N1CCC(CC1)C1=NN(C2=CC=CC(=C12)C1=CC2=C(C=CO2)C=C1)CC(=O)NCC(=O)NCC(=O)O (2-(3-(1-acetylpiperidin-4-yl)-4-(benzofuran-6-yl)1H-indazol-1-yl)acetyl)glycylglycine